C([O-])([O-])=O.[Mg+2].[Al+3] aluminum-magnesium carbonate